methyl (2S,4R)-4-(difluoromethoxy)-1-((4-phenoxy-butanoyl)glycyl)pyrrolidine-2-carboxylate FC(O[C@@H]1C[C@H](N(C1)C(CNC(CCCOC1=CC=CC=C1)=O)=O)C(=O)OC)F